FC1=CC=C2C(=C1)OC(C1=C2NC2=C(C=C(C=C12)F)F)C(=O)NN 3,8,10-trifluoro-6,11-dihydrochromeno[4,3-b]indole-6-carbohydrazide